butyl α-triethoxysilylpropionate C(C)O[Si](C(C(=O)OCCCC)C)(OCC)OCC